4-(4-(aminomethyl)-3-methylphenyl)-N-(1-(1-methylpiperidin-4-yl)-1H-pyrazol-4-yl)pyrimidin-2-amine NCC1=C(C=C(C=C1)C1=NC(=NC=C1)NC=1C=NN(C1)C1CCN(CC1)C)C